2-fluoro-4-isocyanato-3,5-diisopropylpyridine FC1=NC=C(C(=C1C(C)C)N=C=O)C(C)C